(1R,4R,6S)-N-(2-fluoro-5-(1-methyl-1H-1,2,4-triazol-3-yl)-4-(trifluoromethyl)phenyl)-4-methyl-1-(5-methyl-1,3,4-oxadiazol-2-yl)-7-azabicyclo[4.1.1]octane-7-carboxamide FC1=C(C=C(C(=C1)C(F)(F)F)C1=NN(C=N1)C)NC(=O)N1[C@H]2C[C@@H](CC[C@@]1(C2)C=2OC(=NN2)C)C